C(C)(C)(C)OC(COC1CCC(CC1)N(CC1=CC=CC=C1)CC1=CC=CC=C1)=O 2-(((1r,4r)-4-(dibenzylamino)cyclohexyl)oxy)acetic acid tert-butyl ester